C(C1=CC=CC=C1)N=[SH2]=O N-benzyl-sulfoximine